C(#N)C1=C(C=C(C=C1)C(F)(F)F)NC(=O)[C@H]1[C@H]2C[C@@H]([C@@H]([C@@H]1C1=CC(=NN1C)C(F)(F)F)O2)O (1R,2R,3S,4R,5S)-N-(2-cyano-5-(trifluoromethyl)phenyl)-5-hydroxy-3-(1-methyl-3-(trifluoromethyl)-1H-pyrazol-5-yl)-7-oxabicyclo[2.2.1]heptane-2-carboxamide